N-(1-((3-fluorophenyl)amino)-6-methoxyisoquinolin-7-yl)-4-(piperidin-1-yl)butanamide methyl-3-[(Z)-2-fluoro-2-{5-[(4-ethylpiperazin-1-yl)methyl]pyridin-3-yl}vinyl]-4-methylbenzoate COC(C1=CC(=C(C=C1)C)\C=C(\C=1C=NC=C(C1)CN1CCN(CC1)CC)/F)=O.FC=1C=C(C=CC1)NC1=NC=CC2=CC(=C(C=C12)NC(CCCN1CCCCC1)=O)OC